2-(4-chloropyridin-2-yl)propan-2-amine ClC1=CC(=NC=C1)C(C)(C)N